(2-aminoethyl)-4-(8-(4-fluorophenyl)-6-methyl-5,7-dioxo-5,6,7,8-tetrahydropyrimido[5,4-e][1,2,4]triazin-3-yl)benzamide NCCC1=C(C(=O)N)C=CC(=C1)C=1N=NC2=C(N1)C(N(C(N2C2=CC=C(C=C2)F)=O)C)=O